C(C)(C)(C)OC(=O)N1C[C@@H](N(CC1)C(C)=O)COC (R)-4-acetyl-3-(methoxymethyl)piperazine-1-carboxylic acid tert-butyl ester